S(O)(O)=O sulfurous acid